ClC1=C(N=C(N=N1)N[C@H]1CN(CCC1)C)C (R)-6-chloro-5-methyl-N-(1-methylpiperidin-3-yl)-1,2,4-triazin-3-amine